CP(=O)(C)C1=C(C=CC(=C1)C)NC1=NC(=NC=C1C(F)(F)F)N[C@@H]1CNCCC1 N4-[2-(dimethylphosphoryl)-4-methylphenyl]-N2-[(3S)-piperidin-3-yl]-5-(trifluoromethyl)pyrimidin-2,4-diamine